N-methoxy-2-[[5-[5-(trifluoromethyl)-1,2,4-oxadiazol-3-yl]-2-thienyl]methyl]-1,2,4-triazole-3-carboxamide CONC(=O)C=1N(N=CN1)CC=1SC(=CC1)C1=NOC(=N1)C(F)(F)F